N-(2-methyltetrahydropyran-4-yl)acetamide CC1OCCC(C1)NC(C)=O